O=C1COC(OC1)C(=O)OCC ethyl 5-oxo-1,3-dioxane-2-carboxylate